(2S,3S)-2-azido-3-(1-(tert-butoxycarbonyl)-1H-indol-3-yl)butanoic acid N(=[N+]=[N-])[C@H](C(=O)O)[C@@H](C)C1=CN(C2=CC=CC=C12)C(=O)OC(C)(C)C